5-[(3S,5S)-3,5-dimethylpiperazin-1-yl]-N-{8-methoxy-2-methylimidazo[1,2-a]pyrazin-6-yl}-2-(2-methoxyethoxy)quinoline-8-carboxamide C[C@H]1CN(C[C@@H](N1)C)C1=C2C=CC(=NC2=C(C=C1)C(=O)NC=1N=C(C=2N(C1)C=C(N2)C)OC)OCCOC